C(C1=CC=CC=C1)(=O)NCC1=NN=C(S1)NC(=O)C=1C=NC(=CC1C1=CC(=NC=C1OC)Cl)C N-(5-(benzamidomethyl)-1,3,4-thiadiazol-2-yl)-2'-chloro-5'-methoxy-6-methyl-(4,4'-bipyridine)-3-carboxamide